[NH4+].C(CC(O)(C(=O)[O-])CC(=O)[O-])(=O)[O-].[NH4+].[NH4+] Citric acid ammonium salt